C(C)N1C=CC=2C(=NC(=CC21)NC=2SC(=CN2)C)O[C@@H]2CN(C[C@@H]2F)C(C=C)=O 1-((3R,4S)-3-((1-ethyl-6-((5-methylthiazol-2-yl)amino)-1H-pyrrolo[3,2-c]pyridin-4-yl)oxy)-4-fluoropyrrolidin-1-yl)prop-2-en-1-one